N=1N(N=CC1)C1=C(C(=O)Cl)C=CC=C1 2-(2H-1,2,3-triazole-2-yl)benzoyl chloride